(2Z,6E)-nona-2,6-dien-1-ol C(\C=C/CC\C=C\CC)O